CC1=NN(C=C1NC1=NC2=CC(=CC=C2C=N1)N1[C@@H]2CC[C@H](C1=O)C2)C2CC1(CN(C1)C1COC1)C2 |o1:18,21| (1R,4S) or (1S,4R)-2-[2-({3-methyl-1-[2-(oxetan-3-yl)-2-azaspiro[3.3]heptan-6-yl]-1H-pyrazol-4-yl}amino)quinazolin-7-yl]-2-azabicyclo[2.2.1]heptan-3-one